4-((2,4-dichloro-5-methoxyphenyl)amino)-6-methoxy-7-(3-(4-methyl-1-piperazinyl)propoxy)-3-quinolinecarbonitrile ClC1=C(C=C(C(=C1)Cl)OC)NC1=C(C=NC2=CC(=C(C=C12)OC)OCCCN1CCN(CC1)C)C#N